O=C1NC2C(SC=3N=CC=C(N1C1=CC=C(C=C1)OC1=CC=CC=C1)C32)C(=O)N[C@H]3CN(CCC3)C(=O)O (R)-3-(4-oxo-5-(4-phenoxyphenyl)-4,5-dihydro-3H-1-thia-3,5,8-triazaAcenaphthene-2-carboxamido)piperidine-1-carboxylic acid